1,3-bis(3-heptoxypropyl)imidazolium (1R,2R,4R)-ethyl-bicyclo[2.2.1]hept-5-ene-2-carboxylate C(C)OC(=O)[C@H]1[C@H]2C=C[C@@H](C1)C2.C(CCCCCC)OCCCN2C=[N+](C=C2)CCCOCCCCCCC